N1(C=NC=C1)CC1=CC(=C2CCN(C(C2=C1)=O)C1=NC(=NC2=CC(=C(C=C12)OC)OC)C)C1=C(C=C(C=C1)F)C 7-((1H-Imidazol-1-yl)methyl)-2-(6,7-dimethoxy-2-methylquinazolin-4-yl)-5-(4-fluoro-2-methylphenyl)-3,4-dihydroisoquinolin-1(2H)-one